P(=O)(O)(O)C(CC(=O)[O-])(CCC(=O)[O-])C(=O)[O-].[K+].[K+].[K+] potassium 2-phosphonobutane-1,2,4-tricarboxylate